COC=1C(=NC=NC1NC1=NNC(=C1)C)C 5-methoxy-4-methyl-6-((5-methyl-1H-pyrazol-3-yl)amino)pyrimidin